4-ethoxycarbonyl-4-(2-bromo-3-pyridinyl)methyl-piperidine-1-carboxylic acid tert-butyl ester C(C)(C)(C)OC(=O)N1CCC(CC1)(CC=1C(=NC=CC1)Br)C(=O)OCC